6,6-dichloro-3-azabicyclo[3.1.0]hexane-3-carboxylate ClC1(C2CN(CC12)C(=O)[O-])Cl